ClC1=NC=C(C(=C1)C1=C(C=NC(=C1)C)C(=O)NC=1SC2=C(N1)CN(C2)C(C2=C(C=CC(=C2)C(F)F)OC)=O)OC 2'-chloro-N-(5-(5-(difluoromethyl)-2-methoxybenzoyl)-5,6-dihydro-4H-pyrrolo[3,4-d]thiazol-2-yl)-5'-methoxy-6-methyl-[4,4'-bipyridine]-3-carboxamide